C(C)(C)(C)OC(=O)N1CC(C(C1)CC)C1=C2C=C(NC2=C(C(=C1)Cl)F)C(=O)OC 2-Methyl 4-(1-tert-butoxycarbonyl-4-ethyl-pyrrolidin-3-yl)-6-chloro-7-fluoro-1H-indole-2-carboxylate